2-methyl-N-(1-(3-nitro-5-(trifluoromethyl)phenyl)ethyl)quinazolin-4-amine CC1=NC2=CC=CC=C2C(=N1)NC(C)C1=CC(=CC(=C1)C(F)(F)F)[N+](=O)[O-]